3-bromo-5-(3-isopropoxy-4-methoxyphenyl)pyridine 2-[2-[2-[2-[2-[2-(2,6-dioxo-3-piperidyl)-1,3-dioxo-isoindolin-5-yl]oxyethoxy]ethoxy]ethoxy]ethyl]morpholine-4-carboxylate O=C1NC(CCC1N1C(C2=CC=C(C=C2C1=O)OCCOCCOCCOCCC1CN(CCO1)C(=O)O)=O)=O.BrC=1C=NC=C(C1)C1=CC(=C(C=C1)OC)OC(C)C